C(=O)OC(C(=O)OCCC(C)C)(C)C 3-methylbutyl α-formyloxyisobutyrate